1-(aziridin-1-yl)-2-(3-(1-cyclopropylethyl)-2-hydroxyphenyl)propan-1-one N1(CC1)C(C(C)C1=C(C(=CC=C1)C(C)C1CC1)O)=O